2,3,4,9-tetrahydro-1H-carbazole-3-carboxamide C1CC(CC=2C3=CC=CC=C3NC12)C(=O)N